OC(=O)CCCC[C@@H]1SC[C@@H]2NC(=O)N[C@H]12 D-biotine